(4-(trifluoromethyl)pyrimidin-2-yl)methylamine FC(C1=NC(=NC=C1)CN)(F)F